ClC1=CC=C(C=C1)CC(=O)NC1CN(CC1)C(=O)OC(C)(C)C tert-butyl 3-(2-(4-chlorophenyl)acetamido)pyrrolidine-1-carboxylate